5-cyano-3-(imidazol-1-yl)-N-[(trans)-3-[(2,2,2-trifluoroethyl)amino]cyclobutyl]isoquinoline-1-carboxamide C(#N)C1=C2C=C(N=C(C2=CC=C1)C(=O)N[C@@H]1C[C@H](C1)NCC(F)(F)F)N1C=NC=C1